C1(=CC=CC=C1)NC(=O)C1=NON=C1OCC(F)(F)F N-Phenyl-4-(2,2,2-trifluoroethoxy)-1,2,5-oxadiazole-3-carboxamide